C(C(C)C)NC=1C2=C(N=C(N1)NC1=C(C=C(C=C1)S(=O)(=O)N1CCC(CC1)N1CCOCC1)OC)NC=C2C#N 4-(isobutyl-amino)-2-((2-methoxy-4-((4-morpholino-piperidin-1-yl)sulfonyl)phenyl)amino)-7H-pyrrolo[2,3-d]pyrimidine-5-carbonitrile